(2S,3S)-2-(2-Benzo[b]thiophen-3-yl-acetylamino)-3-methyl-pentanoic acid S1C2=C(C(=C1)CC(=O)N[C@H](C(=O)O)[C@H](CC)C)C=CC=C2